C(C)(C)(C)OC(=O)N[C@H](C(=O)O)C1CCCCC1 (S)-2-((t-butoxycarbonyl)amino)-2-cyclohexylacetic acid